(4-butylphenyl)amine C(CCC)C1=CC=C(C=C1)N